COC[C@H](C)NC1=C(C=CC=C1CC)C (S)-N-(1-methoxy-2-propyl)-2-methyl-6-ethylaniline